5-bromo-2,2-dimethyldihydro-2H-pyran-4(3H)-one BrC1C(CC(OC1)(C)C)=O